2-[3-(3-bromo-5-chlorophenyl)ureido]-4-trifluoromethoxy-N-(3-hydroxy-propyl)benzamide BrC=1C=C(C=C(C1)Cl)NC(NC1=C(C(=O)NCCCO)C=CC(=C1)OC(F)(F)F)=O